(R)-1-(2,5-difluoropyridin-3-yl)ethyl (4-(5-(2-(difluoromethyl) isonicotinamido)pyridin-2-yl)-1-methyl-1H-1,2,3-triazol-5-yl)carbamate FC(C=1C=C(C(=O)NC=2C=CC(=NC2)C=2N=NN(C2NC(O[C@H](C)C=2C(=NC=C(C2)F)F)=O)C)C=CN1)F